N(=[N+]=[N-])CC[C@H](N)C(=O)O L-γ-azidohomoalanine